C(#C)C1=C2C(=CC(=CC2=CC=C1F)O)C1=CC=2N=C(N=C(C2C(=N1)OC)N[C@H]1[C@@H](C1)O)OC[C@]12CCCN2C[C@@H](C1)F |&1:27,28| 5-ethynyl-6-fluoro-4-(2-(((2R,7aS)-2-fluorotetrahydro-1H-pyrrolizin-7a(5H)-yl)methoxy)-4-(((1RS,2RS)-2-hydroxycyclopropyl)amino)-5-methoxypyrido[4,3-d]pyrimidin-7-yl)naphthalen-2-ol